Tetraethylhafnium C(C)[Hf](CC)(CC)CC